COC1=NC=CC=C1NC1=NC=C2C(=N1)N(N=C2NC=2C=C(C=NC2C)NC(CN2[C@H](CCC2)C)=O)C (S)-N-(5-((6-((2-methoxypyridin-3-yl)amino)-1-methyl-1H-pyrazolo[3,4-d]pyrimidin-3-yl)amino)-6-methylpyridin-3-yl)-2-(2-methylpyrrolidin-1-yl)acetamide